FC(OC=1C=C2N(C3=CC=C(C=C3N=C2C2=CC=C(C=C2)C(F)(F)F)C(=O)O)C1)F 2-(Difluoromethoxy)-4-(4-(trifluoromethyl)phenyl)pyrrolo[1,2-a]quinoxaline-7-carboxylic acid